cis-4-azido-(tert-butoxycarbonyl)-L-proline N(=[N+]=[N-])[C@H]1C[C@H](N(C1)C(=O)OC(C)(C)C)C(=O)O